SCCCOC[C@@H]1C(N([C@H](C(N1OCCCS)=O)COCCCS)OCCCS)=O (3R,6S)-3,6-bis[(3-sulfanylpropoxy)methyl]-1,4-bis(3-sulfanylpropoxy)piperazine-2,5-dione